ClC1=CC(=C(C=C1)C1=NC(=CC=2N=C(N(C(C21)=O)CCC)C)N2C[C@@H](OCC2)CF)F (R)-5-(4-chloro-2-fluorophenyl)-7-(2-(fluoromethyl)morpholino)-2-methyl-3-propylpyrido[4,3-d]pyrimidin-4(3H)-one